(S)-1-((S)-9-nitro-5-oxo-2,3,4,5-tetrahydrobenzo[f][1,4]oxazepin-3-yl)ethyl acetate C(C)(=O)O[C@@H](C)[C@@H]1COC2=C(C(N1)=O)C=CC=C2[N+](=O)[O-]